propan-2-yl 2-(4-(4-chlorobenzoyl) phenoxy)-2-methylpropionate ClC1=CC=C(C(=O)C2=CC=C(OC(C(=O)OC(C)C)(C)C)C=C2)C=C1